C(CCC)C1=C(C(=C(C(=N1)O)S(=O)(=O)C1=CC=CC=C1)O)N(C1=CC=CC=C1)CC 6-butyl-5-(ethyl-(phenyl)amino)-3-(phenylsulfonyl)pyridine-2,4-diol